C(C)(C)C=1C(=NNC1C=1C=C(C=2N(C1)N=CN2)C)C2=CC=C(C=C2)CN(C)C 1-(4-(4-isopropyl-5-(8-methyl-[1,2,4]triazolo[1,5-a]pyridin-6-yl)-1H-pyrazol-3-yl)phenyl)-N,N-dimethylmethanamine